N-(2-((5-cyano-4-(1-methyl-1H-pyrazol-4-yl)pyrimidin-2-yl)amino)-5-(4-ethylpiperazin-1-yl)phenyl)acrylamide C(#N)C=1C(=NC(=NC1)NC1=C(C=C(C=C1)N1CCN(CC1)CC)NC(C=C)=O)C=1C=NN(C1)C